(S)- and (R)-2-((4-cyanophenethyl)amino)-2-phenyl-N-(5-(4-(2,2,2-trifluoro-ethyl)piperazin-1-yl)pyridin-2-yl)acetamide C(#N)C1=CC=C(CCN[C@H](C(=O)NC2=NC=C(C=C2)N2CCN(CC2)CC(F)(F)F)C2=CC=CC=C2)C=C1 |r|